(6-bromo-5-fluoropyridin-2-yl)(3,3-difluoro-4-hydroxy-1-azaspiro[4.4]nonan-1-yl)methanone tert-butyl-(2S,3S)-3-hydroxy-2-((1-methyl-1H-pyrazol-3-yl)carbamoyl)pyrrolidine-1-carboxylate C(C)(C)(C)OC(=O)N1[C@@H]([C@H](CC1)O)C(NC1=NN(C=C1)C)=O.BrC1=C(C=CC(=N1)C(=O)N1CC(C(C12CCCC2)O)(F)F)F